O=C1N(CC2=CC(=CC=C12)C1=CC2=C(N=N1)NC=C2)C2C(NC(CC2)=O)=O 3-(1-oxo-5-{7H-pyrrolo[2,3-c]pyridazin-3-yl}-2,3-dihydro-1H-isoindol-2-yl)piperidine-2,6-dione